ClC1=CC2=C(NC(=N2)N2CCN(CC2)C(=O)C2=CC=C(C=C2)C2=NC3=C(N2)C=CC=C3C(=O)N)C=C1 2-(4-(4-(5-chloro-1H-benzo[d]imidazol-2-yl)piperazine-1-carbonyl)phenyl)-1H-benzo[d]imidazole-4-carboxamide